2,3-butadiene CC=C=C